FC(CN1C(=NC=2C1=NC(=CC2)C2=CNC=1N=C(N=CC12)NCC1(CCCCC1)F)C)F 5-(3-(2,2-difluoroethyl)-2-methyl-3H-imidazo[4,5-b]pyridin-5-yl)-N-((1-fluorocyclohexyl)methyl)-7H-pyrrolo[2,3-d]pyrimidin-2-amine